5-chloro-2-(5-((cyclohexyl-(methyl)amino)methyl)-1H-tetrazol-1-yl)benzonitrile ClC=1C=CC(=C(C#N)C1)N1N=NN=C1CN(C)C1CCCCC1